C(=O)N[Pb]I formamidolead iodide